5-chloro-N-(4-chloro-3-cyano-1H-indol-7-yl)-1-(2-hydroxy-1,1-dimethyl-ethyl)pyrazole-4-sulfonamide ClC1=C(C=NN1C(CO)(C)C)S(=O)(=O)NC=1C=CC(=C2C(=CNC12)C#N)Cl